SC1=CC=C2C=CC3=CC=C(C4=CC=C1C2=C34)S 1,8-dimercaptopyrene